N-(3-[imidazo[1,2-a]pyridin-7-yl]-1H-pyrrolo[2,3-b]pyridin-6-yl)cyclopropanecarboxamide N=1C=CN2C1C=C(C=C2)C2=CNC1=NC(=CC=C12)NC(=O)C1CC1